[4-(2-pyridyldisulfanyl)phenyl]methanol N1=C(C=CC=C1)SSC1=CC=C(C=C1)CO